(1R,3S)-3-(3-{[(4-methoxyphenyl)acetyl]amino}-1H-pyrazol-5-yl)cyclopentyl ethylcarbamate C(C)NC(O[C@H]1C[C@H](CC1)C1=CC(=NN1)NC(CC1=CC=C(C=C1)OC)=O)=O